adipic acid, dimethyl ester C(CCCCC(=O)OC)(=O)OC